1,3-diethyl-imidazole acetate C(C)(=O)O.C(C)N1CN(C=C1)CC